C=C1C(NC(C(N1)=O)=CC=1N=C(NC1C(C)C)CCCN1CCN(CC1)C(CC)=O)=O methylene-6-(5-isopropyl-1-(3-(4-(propionyl)piperazinyl)propylimidazol-4-yl)methylene)piperazine-2,5-dione